4-(benzyloxy)-L-4-oxobutanoic acid C(C1=CC=CC=C1)OC(CCC(=O)O)=O